7-(1-(tetrahydro-2H-pyran-2-yl)-1H-pyrazol-5-yl)pyrrolo[1,2-a]quinoxalin-4-amine O1C(CCCC1)N1N=CC=C1C=1C=C2N=C(C=3N(C2=CC1)C=CC3)N